ClC=1C(=CC2=CN(N=C2C1)C([2H])([2H])[2H])N 6-chloro-2-(2H3)methyl-2H-indazol-5-amine